4-methyl-2,3-dioxo-3,4-dihydroquinoxalin CN1C(C(NC2=CC=CC=C12)=O)=O